OC(C1=CC=C(C=C1)C1=CC=CC=C1)O 4'-dihydroxymethyl-biphenyl